C1(CC1)C1=NN(C=C1C=1N=CC(=C2C=CC=NC12)F)[C@@H]1C[C@H](C1)CNC=1C=C2CN(C(C2=CC1)=O)C1C(NC(CC1)=O)=O 3-(5-(((Trans-3-(3-cyclopropyl-4-(5-fluoro-1,7-naphthyridin-8-yl)-1H-pyrazol-1-yl)cyclobutyl)methyl)amino)-1-oxoisoindolin-2-yl)piperidine-2,6-dione